1-(5Z,8Z,11Z,14Z-eicosatetraenoyl)-2-(9Z-tetradecenoyl)-glycero-3-phosphocholine C(C=C\C=C/C=C\C=C/CCCCCCCCCCC)(=O)OCC(OC(C=CCCCCCCCCCCC)=O)COP(=O)([O-])OCC[N+](C)(C)C